4-(oxiranylmethoxy)-benzoic acid O1C(C1)COC1=CC=C(C(=O)O)C=C1